2-methyl-N-(6-(piperazin-1-yl)pyridin-3-yl)imidazo[1,2-a]pyrazine-6-carboxamide hydrogen chloride Cl.CC=1N=C2N(C=C(N=C2)C(=O)NC=2C=NC(=CC2)N2CCNCC2)C1